CNC1=C2C(=NC(=C1)NC1=CC=C(C3=C1OCCO3)C(=O)N3CCOCC3)NC=C2 (8-((4-(Methylamino)-1H-pyrrolo[2,3-b]pyridine-6-yl)amino)-2,3-dihydrobenzo[b][1,4]dioxin-5-yl)(morpholino)methanone